O1-methyl O4-[1-[4-[methyl(tetrahydro-pyran-4-yl)amino]-5-oxido-6,7-dihydro-thieno[3,2-d]pyrimidin-5-ium-2-yl]azetidin-3-yl] piperidine-1,4-dicarboxylate N1(CCC(CC1)C(=O)OC1CN(C1)C=1N=C(C2=C(N1)CC[S+]2[O-])N(C2CCOCC2)C)C(=O)OC